hexahydroimidazo[2,1-a]isoquinoline N1CCN2C1=C1C=CC=CC1CC2